NC=1C(=NC(=C(N1)N1CCOCC1)C=1C=CC=2N(C1)C(=CN2)C)C(=O)NCC2=C(C=CC=C2F)F 3-amino-N-(2,6-difluorobenzyl)-6-(3-methylimidazo[1,2-a]pyridin-6-yl)-5-morpholinopyrazine-2-carboxamide